Cl.N1=C(C)C(O)=C(CO)C(CO)=C1 pyridoxine, hydrochloride